ClC=1C=C(C=CC1OCC1=NC=CC=C1)O 3-chloro-4-[(Pyridin-2-yl)methoxy]phenol